CC=1N=C2N(N=C(C=C2C)C2=C3C=NN=C(C3=CC=C2)C2CCNCC2)C1 5-[2,8-dimethylimidazo[1,2-b]pyridazin-6-yl]-1-(piperidin-4-yl)phthalazine